tert-butyl 2-[7-(4-fluoro-2-isopropoxy-phenyl)-4-(4-methylpyrazol-1-yl)thieno[3,2-c]pyridin-6-yl]-6,7-dihydro-4H-pyrazolo[1,5-a]pyrazine-5-carboxylate FC1=CC(=C(C=C1)C=1C2=C(C(=NC1C1=NN3C(CN(CC3)C(=O)OC(C)(C)C)=C1)N1N=CC(=C1)C)C=CS2)OC(C)C